1,4,7,10-tetrakis(2-hydroxyethyl)-1,4,7,10-tetraazacyclododecane OCCN1CCN(CCN(CCN(CC1)CCO)CCO)CCO